ClC1=CC(=C(C(=C1)C)C1([C@H](CN(C[C@H]1C)C(=O)OC(C)(C)C)C)O)F tert-butyl (3S,4s,5R)-4-(4-chloro-2-fluoro-6-methylphenyl)-4-hydroxy-3,5-dimethylpiperidine-1-carboxylate